(S)-6-(1-amino-1,3-dihydrospiro[indene-2,4'-piperidin]-1'-yl)-3-(1-(2,4-dichlorophenyl)cyclopropyl)-1,5-dihydro-4H-pyrazolo[3,4-d]pyrimidin-4-one N[C@@H]1C2=CC=CC=C2CC12CCN(CC2)C=2NC(C1=C(N2)NN=C1C1(CC1)C1=C(C=C(C=C1)Cl)Cl)=O